COCCS(=O)C1=C(C=2C(=NC(=CC2C2=CC=NN2C)C2=CC=3OCCNC3N=C2)S1)N 2-(2-methoxyethanesulfinyl)-4-(1-methyl-1H-pyrazol-5-yl)-6-(2H,3H,4H-pyrido[3,2-b][1,4]oxazin-7-yl)thieno[2,3-b]pyridin-3-amine